(R)-(3-amino-5-(4-fluorophenyl)-6-(3-methylimidazo[1,2-a]pyridin-6-yl)pyrazin-2-yl)(2-(methoxymethyl)pyrrolidin-1-yl)methanone NC=1C(=NC(=C(N1)C1=CC=C(C=C1)F)C=1C=CC=2N(C1)C(=CN2)C)C(=O)N2[C@H](CCC2)COC